ClC1=C2C(=NC(=C1)N(C)[C@H](C)C1CC1)N(C=N2)C (7-Chloro-3-methyl-3H-imidazo[4,5-b]pyridin-5-yl)-((R)-1-cyclopropyl-ethyl)-methyl-amine